N[C@@H](C(=O)O)C(C)(C)O |r| (RS)-2-amino-3-hydroxy-3-methylbutanoic acid